7-Isopropyl-2,3,7,8-tetrahydro-6H-indeno[5,6-b][1,4]dioxin-6-one C(C)(C)C1C(C2=CC3=C(OCCO3)C=C2C1)=O